[Ca+2].OC(C(=O)[O-])C.OC(C(=O)[O-])C.OC(C(=O)[O-])C.OC(C(=O)[O-])C 2-hydroxypropanoic acid-hemicalcium salt